bis(2,6-difluorophenyl) disulfide FC1=C(C(=CC=C1)F)SSC1=C(C=CC=C1F)F